O1CC(C2=CC=CC=C12)=O 3-coumaranone